O=C1N(C(C=C1)=O)CCCCCC(=O)NC(C)C 6-(2,5-dioxo-2,5-dihydro-1H-pyrrol-1-yl)N-(propan-2-yl)hexanamide